COC1=CC=C2C(=NC(=NC2=C1)\C=C\C=1C=NC=CC1)N1CCN(CC1)CCP(O)(O)=O (E)-(2-(4-(7-methoxy-2-(2-(pyridin-3-yl)vinyl)quinazolin-4-yl)piperazin-1-yl)ethyl)phosphonic acid